CN(CCN(C1=C(C=C(C=C1)NC1=NC=C(C(=N1)C1=CNC2=CC(=CC=C12)F)F)NC(C)=O)C)C N-(2-((2-(dimethylamino)ethyl)(methyl)amino)-5-((5-fluoro-4-(6-fluoro-1H-indol-3-yl)pyrimidin-2-yl)amino)phenyl)acetamide